N-[2-(hydroxymethyl)-5-(trifluoromethyl)pyridin-3-yl]-2,2-dimethylpropionamide OCC1=NC=C(C=C1NC(C(C)(C)C)=O)C(F)(F)F